S1C(=NC2=C1C=CC=C2)C2=CC=C(C=C2)NC([C@@H](CC#N)NC(CCCCCCCCCCCCC)=O)=O (R)-N-(1-((4-(benzo[d]thiazol-2-yl)phenyl)amino)-3-cyano-1-oxopropan-2-yl)tetradecanamide